[(7R,9aR)-7-(4-chlorophenyl)-1,3,4,6,7,8,9,9a-octahydropyrido[1,2-a]pyrazin-2-yl]-(2-chloro-3-phenoxyphenyl)methanone ClC1=CC=C(C=C1)[C@H]1CC[C@H]2N(CCN(C2)C(=O)C2=C(C(=CC=C2)OC2=CC=CC=C2)Cl)C1